pentazainine N1=NN=NN=C1